ClC1=CC2=C(C=C(O2)C=2N=C(SC2)C=2CCNCC2)C=C1 4-(6-chlorobenzofuran-2-yl)-2-(1,2,3,6-tetrahydropyridin-4-yl)thiazole